C(C)(C)(C)C=1C(=C(C(=CC1)OC)S(=O)(=O)N)OC 3-(tert-butyl)-2,6-dimethoxybenzenesulfonamide